CC1(OB(OC1(C)C)C1=CC=C(C=C1)C1CN(C1)C(=O)N1C[C@@H]2[C@@H](OCC(N2)=O)CC1)C (4aR,8aS)-6-(3-(4-(4,4,5,5-Tetramethyl-1,3,2-dioxaborolan-2-yl)phenyl)azetidine-1-carbonyl)hexahydro-2H-pyrido[4,3-b][1,4]oxazin-3(4H)-one